4-fluoro-3-hydroxybenzoic acid FC1=C(C=C(C(=O)O)C=C1)O